C[C@@H]1O[C@@H](CN(C1)C1=CC=C(C=N1)C=1C=C(C=2N(C1)N=CC2C#N)O[C@H](C)C2=NC=C(C=C2)F)C 6-(6-((2S,6R)-2,6-dimethylmorpholino)pyridin-3-yl)-4-((R)-1-(5-fluoropyridin-2-yl)ethoxy)pyrazolo[1,5-a]pyridine-3-carbonitrile